biphenol bisphosphate P(=O)(O)(O)OC=1C(=CC=CC1)C=1C(=CC=CC1)OP(=O)(O)O